4-(phenoxymethylene)-1,1,2,3-tetramethyl-2-cyclopentene O(C1=CC=CC=C1)C=C1C(=C(C(C1)(C)C)C)C